4-(7-ethoxy-6-fluoroquinazolin-4-yl)-2-isopropylbenzoic acid C(C)OC1=C(C=C2C(=NC=NC2=C1)C1=CC(=C(C(=O)O)C=C1)C(C)C)F